C=C(C)[C@@H]1CC=C(CC1)C=O (S)-4-(prop-1-en-2-yl)cyclohex-1-ene-1-carbaldehyde